C(C=CCCCCC)[Si](OC)(C)C 2-octenyldimethylmethoxysilane